NC1=NC=2C=CC(=CC2C2=C1C=NN2CC)C(=O)N(CC2=CC=C(C=C2)C(F)(F)F)OCC 4-amino-N-ethoxy-1-ethyl-N-(4-(trifluoromethyl)benzyl)-1H-pyrazolo[4,3-c]quinoline-8-carboxamide